5-fluoro-3,4-dihydro-1H-isoquinoline FC1=C2CCNCC2=CC=C1